C1(CCCCC1)[NH3+].C1(CCCCC1)[NH3+].P([O-])(=O)(OP(=O)([O-])O)OC[C@@H]1[C@H]([C@H]([C@@H](O1)N1C=NC=2C(N)=NC=NC12)O)O.N1=CC=CC=2CCN(CC12)C(=O)C=1N=C2N(N1)[C@H](C[C@H]2F)C2=CC=CC=C2 |&1:58,60| 6,8-dihydro-5H-1,7-naphthyridin-7-yl-[rac-(5r,7r)-7-fluoro-5-phenyl-6,7-dihydro-5H-pyrrolo[1,2-b][1,2,4]triazol-2-yl]methanone adenosine-5'-diphosphate bis(cyclohexylammonium) salt